7-bromo-5-(cyclopropylmethoxy)benzo[b]thiophene-2-methanesulphonamide BrC1=CC(=CC2=C1SC(=C2)CS(=O)(=O)N)OCC2CC2